C1(C23C(C4(C5(O2)N6C7=C8C(=O)N=C9N7OP(=O)(OC6=N8)ON9OP(=O)(O4)O5)O)(OP(=O)(O1)O3)O)O Guanosine-S'-triphosphate